methyl 2-(4-allyl-6-bromo-1-oxophthalazin-2(1H)-yl)acetate C(C=C)C1=NN(C(C2=CC=C(C=C12)Br)=O)CC(=O)OC